N-(5-chloropyridin-3-yl)-6-(1H-pyrrolo[2,3-b]pyridin-5-yl)quinazolin-4-amine ClC=1C=C(C=NC1)NC1=NC=NC2=CC=C(C=C12)C=1C=C2C(=NC1)NC=C2